(2S,11aR)-6-((3,3-Difluorocyclobutyl)methoxy)-7-fluoro-2-hydroxy-8-methyl-2,3,11,11a-tetrahydro-1H,5H-benzo[f]pyrrolo[2,1-c][1,4]oxazepin-5-one FC1(CC(C1)COC1=C(C(=CC2=C1C(N1[C@@H](CO2)C[C@@H](C1)O)=O)C)F)F